O1CC(CC1)C=O tetrahydrofuran-3-carbaldehyde